methyl 4-mercapto-3-nitrobenzoate SC1=C(C=C(C(=O)OC)C=C1)[N+](=O)[O-]